4-{[(4-Methyl-3-{1-[2-(morpholin-4-yl)acetyl]-2-oxopiperidin-3-yl}-1H-pyrazol-5-yl)oxy]methyl}benzol CC=1C(=NNC1OCC1=CC=CC=C1)C1C(N(CCC1)C(CN1CCOCC1)=O)=O